5-(1-methyl-4-(4,4,5,5-tetramethyl-1,3,2-dioxaborolan-2-yl)-1H-pyrazol-3-yl)thiazole CN1N=C(C(=C1)B1OC(C(O1)(C)C)(C)C)C1=CN=CS1